OC1=C(C=C(C=C1)/C=C/C(=O)OC)[N+](=O)[O-] Methyl (E)-3-(4-hydroxy-3-nitrophenyl)acrylate